FC(COC1CN(C1)[C@H]1[C@H](CCCC1)OC=1C=C2CN(C(C2=CC1)=O)C1C(NC(CC1)=O)=O)F 3-(5-(((1S,2R)-2-(3-(2,2-difluoroethoxy)azetidin-1-yl)cyclohexyl)oxy)-1-oxoisoindolin-2-yl)piperidine-2,6-dione